FC1(C(C2(C(C(C1(C2(C(F)(F)F)C(F)(F)F)F)(F)F)(F)F)C(S(=O)(=O)[O-])(F)F)=O)F.C(C)(C)(C)C2=C(C=CC=C2)[I+]C2=C(C=CC=C2)C(C)(C)C di(t-butylphenyl)iodonium perfluorocamphorsulfonate